N-(4-amino-2H-pyrazolo[4,3-c]pyridin-7-yl)-N'-methyl-N'-[(2-phenylphenyl)methyl]oxamide NC1=NC=C(C=2C1=CNN2)NC(=O)C(=O)N(CC2=C(C=CC=C2)C2=CC=CC=C2)C